CS(=O)(=O)OC1CC2CCC(C1)N2C(=O)OC(C)(C)C tert-butyl 3-methylsulfonyloxy-8-azabicyclo[3.2.1]octane-8-carboxylate